CC1(OB(OC1(C)C)C1(CC1)C1=CC=C(C(=O)OC)C=C1)C methyl 4-[1-(4,4,5,5-tetramethyl-1,3,2-dioxaborolan-2-yl)cyclopropyl]benzoate